N-[4-([4-[3-Cyano-5-(trifluoromethyl)phenyl]piperazin-1-yl]sulfonyl)phenyl]-2-(N-methylmethane-sulfonamido)benzamide C(#N)C=1C=C(C=C(C1)C(F)(F)F)N1CCN(CC1)S(=O)(=O)C1=CC=C(C=C1)NC(C1=C(C=CC=C1)N(S(=O)(=O)C)C)=O